3-methyl-6-oxabicyclo[3.1.0]hexane CC1CC2OC2C1